CN(C(O)=O)[C@H]1CNCC1 (R)-methyl-(pyrrolidin-3-yl)carbamic acid